C(C)(=O)N[C@@H](CCC(N)=O)C(=O)N[C@@H](CC(O)=O)C(=O)N[C@@H](C(C)C)C(=O)N[C@@H](CC1=CNC=N1)C(=O)O N-acetyl-L-glutaminyl-L-alpha-aspartyl-L-valyl-L-histidine